6-[2-(methylsulfanyl)acetyl]-4-(trifluoromethyl)-2,3-dihydroisoindol-1-one CSCC(=O)C1=CC(=C2CNC(C2=C1)=O)C(F)(F)F